O1C2=C(OCC1)C=C(C=C2)C(CCCN2CC1=CC=CC=C1C2)=O 1-(2,3-dihydrobenzo[b][1,4]dioxin-6-yl)-4-(isoindolin-2-yl)butan-1-one